3-(methoxymethyl)-1-methyl-N-(5-(3-((1-methyl-1H-pyrazol-3-yl)oxy)cyclopentyl)-1H-pyrazol-3-yl)-1H-pyrazole-5-carboxamide COCC1=NN(C(=C1)C(=O)NC1=NNC(=C1)C1CC(CC1)OC1=NN(C=C1)C)C